(S)-3-(4-fluoro-3-methylphenyl)-1-(9-fluoro-6-oxo-1,4,5,6-tetrahydro-2H-pyrano[3,4-c]isoquinolin-1-yl)-1-methylurea FC1=C(C=C(C=C1)NC(N(C)[C@@H]1COCC=2NC(C=3C=CC(=CC3C21)F)=O)=O)C